3-(benzyloxy)cyclobutane-1-carboxamide C(C1=CC=CC=C1)OC1CC(C1)C(=O)N